CCC(C(=O)[O-])=C(C(C)=O)C dimethylacetylmethacrylate